COC(=O)C1=C(C(=C(C(=C1F)F)C1=CC(=C(C=C1)OC)OC)F)F 2,3,5,6-tetrafluoro-3',4'-dimethoxy-[1,1'-biphenyl]-4-carboxylic acid methyl ester